8-(benzyloxy)-2,3,4,5-tetrahydro-1H-benzo[4,5]thieno[2,3-d]azepine C(C1=CC=CC=C1)OC1=CC2=C(C3=C(CCNCC3)S2)C=C1